C(C)N1N=CC(=C1)C1=CC=C(C=C1)NC1=NC=CC(=N1)C=1C(=NN(C1)CC)C=1C=NC=CC1 N-(4-(1-Ethyl-1H-pyrazol-4-yl)phenyl)-4-(1-ethyl-3-(pyridin-3-yl)-1H-pyrazol-4-yl)pyrimidin-2-amine